4-[5-[[3-[(tert-Butoxycarbonylamino)methyl]phenyl]methoxy]-3-chloro-2-pyridinyl]piperazine-1-carboxylic acid tert-butyl ester C(C)(C)(C)OC(=O)N1CCN(CC1)C1=NC=C(C=C1Cl)OCC1=CC(=CC=C1)CNC(=O)OC(C)(C)C